Cl.NC1=CC(=NC(=C1)C=1N(C=CN1)C)C1=NC(=CC=C1)N1CC(CC1)C(C)(C)O 4-amino-6'-(3-(2-hydroxypropan-2-yl)pyrrolidin-1-yl)-6-(1-methyl-1H-imidazol-2-yl)-[2,2'-bipyridine] Hydrochloride salt